(R)-(3-hydroxy-8-iodonaphthalen-1-yl)(2-((1-((4-methoxypiperidin-1-yl)methyl)cyclopropyl)methoxy)-4-(2-methylazepan-1-yl)-5,7-dihydro-6H-pyrrolo[3,4-d]pyrimidin-6-yl)methanone OC=1C=C(C2=C(C=CC=C2C1)I)C(=O)N1CC=2N=C(N=C(C2C1)N1[C@@H](CCCCC1)C)OCC1(CC1)CN1CCC(CC1)OC